FC1=C(C=CC(=C1)F)[C@@H]1[C@H](C1)C=1C=2N(N=C(C1)C=1C(NC(NC1)=O)=O)C(=CN2)F 5-[8-[(1S,2S)-2-(2,4-difluorophenyl)cyclopropyl]-3-fluoro-imidazo[1,2-b]pyridazin-6-yl]-1H-pyrimidine-2,4-dione